C(#N)C=1C=CC=2NC3=C(C=CC=C3C2C1)Br 3-cyano-8-bromocarbazole